C(C)(C)(C)OC(CN1N=C(C2=CC(=CC(=C12)C(F)F)C=1C=NC(=NC1)C)C(C)=O)=O.CC1=C(C2=CC=CC=C2C(=C1)OC(=O)OCCCCC)OC(=O)OCCCCC 2-methyl-1,4-bis(n-pentyloxycarbonyloxy)naphthalene tert-Butyl-2-(3-acetyl-7-(difluoromethyl)-5-(2-methylpyrimidin-5-yl)-1H-indazol-1-yl)acetate